2-oxooxazolidine-5-carboxylic acid O=C1OC(CN1)C(=O)O